tert-butyl (4-((4-cyanophenyl)thio)phenyl)carbamate C(#N)C1=CC=C(C=C1)SC1=CC=C(C=C1)NC(OC(C)(C)C)=O